C(C)(C)N1C(CNC=2C1=NC(=CN2)B2OC(C(O2)(C)C)(C)C)=O 1-isopropyl-7-(4,4,5,5-tetramethyl-1,3,2-dioxaborolan-2-yl)-3,4-dihydropyrazino[2,3-b]pyrazin-2(1H)-one